ClC=1C=C2C(=NN1)N(C[C@@H]1N2C[C@@H](N(C1)C(=O)OC(C)(C)C)C)C(=O)OC(C)(C)C di-tert-butyl (6aR,9S)-2-chloro-9-methyl-6a,7,9,10-tetrahydro-5H-pyrazino[1',2':4,5]pyrazino[2,3-c]pyridazine-5,8(6H)-dicarboxylate